C(C)(=O)O[C@@H]1[C@H](O[C@@H]([C@@H]([C@H]1OC(C)=O)OC(C)=O)O[C@@H]1[C@H](O[C@@H]([C@@H]([C@H]1OC(C)=O)OC(C)=O)Br)COC(C)=O)COC(C)=O (2R,3R,4S,5R,6R)-2-(acetoxymethyl)-6-(((2R,3R,4S,5R,6R)-4,5-diacetoxy-2-(acetoxymethyl)-6-bromotetrahydro-2H-pyran-3-yl)oxy)tetrahydro-2H-pyran-3,4,5-triyl triacetate